COC1=CC=C(CN(C=2C=C(C(=C(C2)C2CC=3N=C(N=C(C3CO2)O)SC)C(F)(F)F)C)CC2=CC=C(C=C2)OC)C=C1 7-(5-(bis(4-methoxybenzyl)amino)-3-methyl-2-(trifluoromethyl)phenyl)-2-(methylthio)-7,8-dihydro-5H-pyrano[4,3-d]pyrimidin-4-ol